C(C)(C)(C)C1=NN(C(=C1)NC(=O)NC1=C(C=C(C=C1)OC1=CC=NC=2NC(C=NC21)=O)SC)C2=CC=C(C=C2)C#N 1-(3-(tert-butyl)-1-(4-cyanophenyl)-1H-pyrazol-5-yl)-3-(2-(methylthio)-4-((3-keto-3,4-dihydropyrido[2,3-b]pyrazin-8-yl)oxy)phenyl)urea